FC=1C=C2C(=NNC2=CC1F)C1=CC=C(C(=N1)OCC)N 6-(5,6-difluoro-1H-indazol-3-yl)-2-ethoxypyridin-3-amine